4-amino-N-((6-bromo-3-pyridazinyl)methyl)-N-(1-methoxy-2-methyl-2-propanyl)-1,3-dihydrofuro[3,4-c][1,7]naphthyridine-8-carboxamide NC1=NC=2C=NC(=CC2C2=C1COC2)C(=O)N(C(COC)(C)C)CC=2N=NC(=CC2)Br